CC(=CC(O)C1=C(C=CC=C1)C#CC1=CC=C(C=C1)C)C 3-methyl-1-(2-(p-tolylethynyl)phenyl)but-2-en-1-ol